(R)-8-(6-(1-(2-hydroxyethoxy)ethyl)pyridin-3-yl)-1-isopropyl-3-methyl-1H-imidazo[4,5-c]cinnolin-2(3H)-one OCCO[C@H](C)C1=CC=C(C=N1)C1=CC=2C3=C(N=NC2C=C1)N(C(N3C(C)C)=O)C